3-(4-((tert-Butoxycarbonyl)amino)-2-methylphenyl)-2-methyl-2H-indazole-5-carboxylic acid C(C)(C)(C)OC(=O)NC1=CC(=C(C=C1)C=1N(N=C2C=CC(=CC12)C(=O)O)C)C